N-[1-(hydroxymethyl)-2-hydroxy-2-[4-(methylsulfonyl)phenyl]ethyl]-2,2-dichloroacetamide glycinate hydrochloride Cl.NCC(=O)O.OCC(C(C1=CC=C(C=C1)S(=O)(=O)C)O)NC(C(Cl)Cl)=O